Vanillic acid isobutyl ester C(C(C)C)OC(C1=CC(OC)=C(O)C=C1)=O